5-methoxy-N-(4-methoxybenzyl)-N-(1-(4-methoxybenzyl)-5-methyl-1H-pyrazol-3-yl)-6-(1-methyl-1H-pyrazol-3-yl)-2-(methylsulfonyl)pyrimidin-4-amine COC=1C(=NC(=NC1C1=NN(C=C1)C)S(=O)(=O)C)N(C1=NN(C(=C1)C)CC1=CC=C(C=C1)OC)CC1=CC=C(C=C1)OC